CC1=CC(=C(C=C1C)Cl)OC(=O)NC The molecule is a carbamate ester that is phenyl methylcarbamate which is substituted by a chloro group at position 2 and by methyl groups at positions 4 and 5, respectively. It is an insecticide used in the the control of poultry ectoparasites. It has a role as a carbamate insecticide, an EC 3.1.1.7 (acetylcholinesterase) inhibitor and an acaricide. It is a member of monochlorobenzenes and a carbamate ester.